C(C1CO1)OC1=C(C=C(C=C1Br)Br)Br 2,4,6-tribromophenyl glycidyl ether